CCO[Si](OC)(OC)CCCN methyl-3-aminopropyl-trimethoxysilane